2'-chloro-N-[5-(1-cyclopropyl-1H-pyrazole-4-carbonyl)-4H,5H,6H-pyrrolo[3,4-d][1,3]thiazol-2-yl]-5'-methoxy-6-methyl-[4,4'-bipyridine]-3-carboxamide ClC1=NC=C(C(=C1)C1=C(C=NC(=C1)C)C(=O)NC=1SC2=C(N1)CN(C2)C(=O)C=2C=NN(C2)C2CC2)OC